OC1C(CC(CC1)=O)C 4-hydroxy-3-methylcyclohexanone